4-(3-bromo-6-(3,5-dimethylisoxazol-4-yl)-1H-pyrrolo[3,2-b]pyridin-1-yl)-3,5-diethoxybenzoic acid ethyl ester C(C)OC(C1=CC(=C(C(=C1)OCC)N1C=C(C2=NC=C(C=C21)C=2C(=NOC2C)C)Br)OCC)=O